FC(OC=1C=CC(=NC1)CC1CC2(CN(C2)C(=O)N2C[C@H](CC2)C(=O)N)C1)(F)F (3S)-1-[6-[[5-(trifluoromethoxy)-2-pyridinyl]methyl]-2-azaspiro[3.3]heptane-2-carbonyl]pyrrolidine-3-carboxamide